(E)-6-(4-(2-Fluoro-5-((4-oxo-7-(3,3,3-trifluoroprop-1-enyl)-3,4-dihydrophthalazin-1-yl)methyl)benzoyl)piperazin-1-yl)nicotinonitrile FC1=C(C(=O)N2CCN(CC2)C2=NC=C(C#N)C=C2)C=C(C=C1)CC1=NNC(C2=CC=C(C=C12)\C=C\C(F)(F)F)=O